FC=1C=C2CCN(C2=CC1)C=1C2=C(N=CN1)C=CC(=N2)C=2C=NN(C2)CC(=O)N2CCC(CC2)O 2-(4-(4-(5-fluoroindolin-1-yl)pyrido[3,2-d]pyrimidin-6-yl)-1H-pyrazol-1-yl)-1-(4-hydroxypiperidin-1-yl)ethan-1-one